tert-butyl 4-((5-chlorobenzofuran-2-carboxamido)methyl)piperidine-1-carboxylate ClC=1C=CC2=C(C=C(O2)C(=O)NCC2CCN(CC2)C(=O)OC(C)(C)C)C1